N-[5-[[2-(3,3-dimethylazetidin-1-yl)acetyl]amino]-2-methyl-3-pyridyl]-6-[5-(hydroxymethyl)-3-thienyl]triazolo[1,5-a]pyridine-3-carboxamide CC1(CN(C1)CC(=O)NC=1C=C(C(=NC1)C)NC(=O)C=1N=NN2C1C=CC(=C2)C2=CSC(=C2)CO)C